BrC=1C=C2CN(CC2=CC1)C(CC(C)C1=CC=CC=C1)=O 1-(5-Bromoisoindolin-2-yl)-3-phenylbutan-1-one